FC1=C(C=C(C=C1)NC(=O)C=1C=C(N2CCCCC12)C(C(=O)N[C@H](C)C1=NC(=NO1)C)=O)C (R)-N-(4-fluoro-3-methylphenyl)-3-(2-((1-(3-methyl-1,2,4-oxadiazol-5-yl)ethyl)amino)-2-oxoacetyl)-5,6,7,8-tetrahydroindolizine-1-carboxamide